C(C=C(C)C)C(C(C(O)CC=C(C)C)O)O diprenyl-glycerol